4-[5-(2-aminoethyl)pyridin-2-yl]-3-(2-morpholin-4-yl-1,3-oxazole-5-carbonyl)benzonitrile NCCC=1C=CC(=NC1)C1=C(C=C(C#N)C=C1)C(=O)C1=CN=C(O1)N1CCOCC1